1-benzyl-2-(3-fluorophenyl)aziridine C(C1=CC=CC=C1)N1C(C1)C1=CC(=CC=C1)F